ClC1=CC=C(C=C1)C=1N=C2N(C=CC=C2)C1CN1[C@H]2CN([C@@H](C1)CC2)C(=O)C2=NC(=CC=C2)OC (+)-[(1R,4R)-5-{[2-(4-chlorophenyl)imidazo[1,2-a]-pyridin-3-yl]methyl}-2,5-diazabicyclo[2.2.2]oct-2-yl](6-methoxypyridin-2-yl)methanone